C(C)(C)(C)OC(=O)N[C@@H](CC1=CNC2=CC=CC=C12)C(=O)N[C@H](CC1=CN(C2=CC=CC=C12)C)C(=O)OCC ethyl Nα-((tert-butoxycarbonyl)-L-tryptophyl)-1-methyl-D-tryptophanate